ClC1=CC(=NC=C1C(C)(C)O)NC1=CC(=C(N=N1)C(=O)NC([2H])([2H])[2H])NC1=NC(=CC=C1S(=O)(=O)C)OC 6-{[4-chloro-5-(2-hydroxy-prop-2-yl)pyridin-2-yl]amino}-4-[(3-methanesulfonyl-6-methoxypyridin-2-yl)amino]-N-(2H3)methylpyridazine-3-carboxamide